FC(C1(CCCC1)CN1N=CC=C1C(=O)N)(F)F 1-((1-(trifluoromethyl)cyclopentyl)methyl)-1H-pyrazole-5-carboxamide